C(C1=CC=CC=C1)NC1=NC=CC=2N=C(N=CC21)SC N-benzyl-2-(methylsulfanyl)pyrido[4,3-d]pyrimidin-5-amine